CN(C/C=C/C(=O)N1CC(C1)C(=O)N([C@@H](C(C)C)C(=O)OC(C)(C)C)C)C tert-butyl (E)-N-(1-(4-(dimethylamino) but-2-enoyl) azetidine-3-carbonyl)-N-methyl-L-valinate